C(C1=CC(C(=O)O)=CC(C(=O)O)=C1)(=O)O.Cl.COC1=NN(C=C1NC1=NC=CC(=N1)C1=CNC2=C(C=CC=C12)NC([C@@H](C)N1CCN(CC1)C)=O)C (2R)-N-(3-{2-[(3-methoxy-1-methyl-1H-pyrazol-4-yl)amino]pyrimidin-4-yl}-1H-indol-7-yl)-2-(4-methylpiperazin-1-yl)propionamide hydrochloride trimesic acid salt